1-(2-(bis(4-methoxybenzyl)amino)pyrimidin-5-yl)spiro[2.2]pentane-1-carbonitrile COC1=CC=C(CN(C2=NC=C(C=N2)C2(CC23CC3)C#N)CC3=CC=C(C=C3)OC)C=C1